[(1S)-2-[[(1S)-2-[(2S)-2-[4-(4-benzyloxy-1-naphthyl)thiazol-2-yl]pyrrolidin-1-yl]-1-cyclohexyl-2-oxo-ethyl]amino]-1-methyl-2-oxo-ethyl]-N-methyl-carbamate C(C1=CC=CC=C1)OC1=CC=C(C2=CC=CC=C12)C=1N=C(SC1)[C@H]1N(CCC1)C([C@H](C1CCCCC1)NC([C@H](C)OC(NC)=O)=O)=O